FC(N1N=CC(=C1)C1=NN=C(O1)C(=O)N1[C@@H](C2=C(CC1)NC=N2)C=2OC1=C(N2)C=C(C=C1)C)F (S)-(5-(1-(difluoromethyl)-1H-pyrazol-4-yl)-1,3,4-oxadiazol-2-yl)(4-(5-methylbenzo[d]oxazol-2-yl)-6,7-dihydro-1H-imidazo[4,5-c]pyridin-5(4H)-yl)methanone